2-azatricyclo[10.4.0.04,9]hexadecene-1(12),4(9),5,7,13,15-hexaene C1=2N=CC=3C=CC=CC3CCC2C=CC=C1